S(C1=CC=C(C(=O)O)C=C1)C1=CC=C(C(=O)O)C=C1 4,4'-thioDibenzoic acid